C(=O)C1=C(C=C(C=C1)CC(=O)OCC)O ethyl 2-(4-formyl-3-hydroxyphenyl)acetate